C(CCCCC)C1(CC(C1)O)O n-hexylcyclobutane-1,3-diol